N,N,N',N''-tetrakis-propoxymethyl-[1,3,5]triazine-2,4,6-triamine C(CC)OCN(C1=NC(=NC(=N1)NCOCCC)NCOCCC)COCCC